(l)-9-(1-acryloyl-3-azetidinyl)-6-amino-7-(4-phenoxyphenyl)-7,9-dihydro-8H-purin-8-one C(C=C)(=O)N1CC(C1)N1C2=NC=NC(=C2N(C1=O)C1=CC=C(C=C1)OC1=CC=CC=C1)N